tert-butyl 7-methoxy-8-nitro-1,2,4,5-tetrahydro-3H-benzo[d]azepine-3-carboxylate COC1=CC2=C(CCN(CC2)C(=O)OC(C)(C)C)C=C1[N+](=O)[O-]